C1(=CC=CC2=CC=CC=C12)C(=O)OCC(C)C alpha-isobutyl naphthoate